4-(4-chloro-2-fluorophenyl)-3-(3-chlorophenyl)-1-(3-fluoropropyl)-5-neopentylpyrrolidine-2-carboxylate ClC1=CC(=C(C=C1)C1C(C(N(C1CC(C)(C)C)CCCF)C(=O)[O-])C1=CC(=CC=C1)Cl)F